C1(CCC1)C(=O)OCCOC(C)C1CC(CCC1)(C)C 2-(1-(3,3-Dimethylcyclohexyl)ethoxy)ethyl cyclobutanecarboxylate